6-(2-methyl-1,3-dioxolan-2-yl)pyridazin-3-amine CC1(OCCO1)C1=CC=C(N=N1)N